2-(4-Cyano-phenoxy)-N-(5,6-dimethoxy-benzothiazol-2-yl)-2-[4-(4-fluoro-benzenesulfonyl)-phenyl]-acetamide C(#N)C1=CC=C(OC(C(=O)NC=2SC3=C(N2)C=C(C(=C3)OC)OC)C3=CC=C(C=C3)S(=O)(=O)C3=CC=C(C=C3)F)C=C1